FC1=CC=C(C=C1)S(=NS(=O)(=O)C1=CC=C(C=C1)[N+](=O)[O-])(=NC(C)(CC(C)(C)C)C)N1CCC2(OCCO2)CC1 N-((4-Fluorophenyl)(1,4-dioxa-8-azaspiro[4.5]decan-8-yl)((2,4,4-trimethylpentan-2-yl)imino)-λ6-sulfaneylidene)-4-nitrobenzenesulfonamide